CN1N=C(C(=C1O[C@H](CN(C(OC(C)(C)C)=O)C)C)C=1C=C2C(=CN1)N(N=C2C=C)C2OCCCC2)C tert-butyl N-[(2S)-2-[2,5-dimethyl-4-(1-tetrahydropyran-2-yl-3-vinyl-pyrazolo[3,4-c]pyridin-5-yl)pyrazol-3-yl]oxypropyl]-N-methyl-carbamate